FC(C(=O)O)(F)F.NC1CN(C1)C(=O)C1=CC=C(C=C1)C1=N[C@H](C=2N(C3=C1C(=C(S3)C)C)C(=NN2)C)CC(=O)OCCN(C)C 2-(dimethylamino)ethyl (S)-2-(4-(4-(3-aminoazetidine-1-carbonyl)phenyl)-2,3,9-trimethyl-6H-thieno[3,2-f][1,2,4]triazolo[4,3-a][1,4]diazepin-6-yl)acetate trifluoroacetate